5-cyclobutylvaleronitrile C1(CCC1)CCCCC#N